CN(C(OC(C)(C)C)=O)C=1C=2N(C(=CC1)C(F)(F)F)N=CN2 tert-butyl N-methyl-N-[5-(trifluoromethyl)-[1,2,4]triazolo[1,5-a]pyridin-8-yl]carbamate